C12CN(CC2N1)C(=O)OC(C)(C)C tert-butyl 3,6-diazabicyclo[3.1.0]hexane-3-carboxylate